[GeH3][SiH3] GERMYLSILANE